(S)-N-(6-(cyclopropyl-methoxy)pyridazin-3-yl)-2-(4,4-difluoro-3-(5-(hydroxymethyl)-6-oxo-1,6-dihydropyridin-3-yl)piperidin-1-yl)propanamide C1(CC1)COC1=CC=C(N=N1)NC([C@H](C)N1CC(C(CC1)(F)F)C1=CNC(C(=C1)CO)=O)=O